N-(4-Methoxyphenyl)-N-[1-(2-phenylethyl)-4-piperidinyl]-butanamide COC1=CC=C(C=C1)N(C(CCC)=O)C1CCN(CC1)CCC1=CC=CC=C1